1-[5-({(2E)-3-[4-(trifluoromethyl)phenyl]-2-propen-1-yl}oxy)-1,2,3,4-tetrahydro-2-naphthalenyl]-3-pyrrolidinecarboxylic acid FC(C1=CC=C(C=C1)/C=C/COC1=C2CCC(CC2=CC=C1)N1CC(CC1)C(=O)O)(F)F